COC(=O)C=1OC2=C(C1C)C(CCC2)=O.NC2=NN(C1=NC(=CC=C12)C(F)(F)F)C(=O)C1=C(C=CC=C1)OC (3-amino-6-(trifluoromethyl)-1H-pyrazolo[3,4-b]pyridin-1-yl)(2-methoxyphenyl)methanone methyl-3-methyl-4-oxo-4,5,6,7-tetrahydro-1-benzofuran-2-carboxylate